C1(=CC=CC=C1)NC1=NN(C=N1)CC1=CC=C(C=C1)C=C 3-phenylamino-1-(4-vinylbenzyl)-1H-1,2,4-triazole